FC(C=1C=C(C=CC1)C12CC(C1)(C2)C(=O)O)(F)F 3-(3-(trifluoromethyl)phenyl)bicyclo[1.1.1]pentane-1-carboxylic acid